Natrium Glucuronat O=C[C@H](O)[C@@H](O)[C@H](O)[C@H](O)C(=O)[O-].[Na+]